tert-Butyl-(5S,6R)-5-hydroxy-6-[(5R)-5H-imidazo[1,5-b]isoindol-5-yl]-2-azaspiro[3.4]octan-2-carboxylat C(C)(C)(C)OC(=O)N1CC2(C1)[C@H]([C@H](CC2)[C@H]2N1C(C=3C=CC=CC23)=CN=C1)O